N-(6-amino-3-pyridinyl)-N-methyl-methanesulfonamide NC1=CC=C(C=N1)N(S(=O)(=O)C)C